7-azido-1-((3-((2-(2-(2-(2-azidoethoxy)ethoxy)-ethoxy)ethyl)carbamoyl)phenyl)sulfonyl)heptan-2-yl (2,5-dioxopyrrolidin-1-yl) carbonate C(OC(CS(=O)(=O)C1=CC(=CC=C1)C(NCCOCCOCCOCCN=[N+]=[N-])=O)CCCCCN=[N+]=[N-])(ON1C(CCC1=O)=O)=O